OCCCC1=CC=C(OCC2=CC(=NN2C2=CC=CC=C2)C)C=C1 5-[[4-(3-hydroxypropyl)phenoxy]methyl]-3-methyl-1-phenyl-pyrazole